(5-(5-((2-(4-methylpiperazin-1-yl)pyridin-4-yl)amino)-1H-pyrrolo[2,3-b]pyridin-3-yl)pyrazolo[1,5-a]pyridin-3-yl)(piperidin-1-yl)methanone CN1CCN(CC1)C1=NC=CC(=C1)NC=1C=C2C(=NC1)NC=C2C2=CC=1N(C=C2)N=CC1C(=O)N1CCCCC1